6-bromo-3-(5-fluoro-4-isoquinolinyl)-1H-thieno[3,2-d]pyrimidine-2,4-dione BrC1=CC=2NC(N(C(C2S1)=O)C1=CN=CC2=CC=CC(=C12)F)=O